N(=[N+]=[N-])CCOCCOCCNC(C[C@@H]1N=C(C=2C(=C(SC2N2C(=NN=C12)C)C)C)C1=CC=C(C=C1)Cl)=O N-{2-[2-(2-azidoethoxy)ethoxy]ethyl}-2-[(9S)-7-(4-chlorophenyl)-4,5,13-trimethyl-3-thia-1,8,11,12-tetraazatricyclo[8.3.0.02,6]trideca-2(6),4,7,10,12-pentaen-9-yl]acetamide